3-(6-(allyloxy)-2,3-dichlorophenyl)-5-hydrazino-3,4-dihydro-2H-pyrrole C(C=C)OC1=CC=C(C(=C1C1CN=C(C1)NN)Cl)Cl